Cl.C(C)OC1=NC=C(C=N1)N1CC2(CC1)CCNCC2 2-(2-ethoxypyrimidin-5-yl)-2,8-diazaspiro[4.5]decane hydrochloride